6-Amino-1H-pyrrolo[3,2-c]pyridine-2-carboxylic acid 4-(piperidine-1-sulfonyl)-benzylamide N1(CCCCC1)S(=O)(=O)C1=CC=C(CNC(=O)C2=CC=3C=NC(=CC3N2)N)C=C1